C(CCC)NC[C@H](O)C1=C(C(=CC=C1)O)F (R)-2-(butylamino)-1-(2-fluoro-3-hydroxyphenyl)-1-ethanol